CC(C(C1=NC(=NO1)C=1C=NC=CC1)NC(NC1=CC(=CC=C1)C(F)(F)F)=O)C 3-{2-methyl-1-[3-(pyridin-3-yl)-1,2,4-oxa-diazol-5-yl]propyl}-1-[3-(trifluoromethyl)-phenyl]urea